C[Si](OCC(CC=C)CCC=C)(C)C 4-trimethylsiloxymethyl-1,7-octadiene